4-(2-(4-((3-hydroxypropyl)(methyl)amino)benzylidene)hydrazinyl)benzoic acid OCCCN(C1=CC=C(C=NNC2=CC=C(C(=O)O)C=C2)C=C1)C